BrC=1C(=C2C(NC=NC2=CC1)=O)F 6-bromo-5-fluoroquinazolin-4(3H)-one